CSC=1C=C(OC2=CC(=NC=C2)NC(C)=O)C=CC1[N+](=O)[O-] N-[4-(3-methylsulfanyl-4-nitro-phenoxy)-2-pyridyl]acetamide